O[C@@H]1C[C@H](N(C1)C(=O)[C@@H]1C(CCC=2C(=NOC21)C(=O)OCC)(C)C)C(N[C@@H](C)C2=CC=C(C=C2)C2=C(N=CS2)C)=O ethyl (R)-7-((2S,4R)-4-hydroxy-2-(((S)-1-(4-(4-methylthiazol-5-yl)phenyl)ethyl)carbamoyl)pyrrolidine-1-carbonyl)-6,6-dimethyl-4,5,6,7-tetrahydrobenzo[d]isoxazole-3-carboxylate